2-fluoro-4-iodo-5-methoxyaniline FC1=C(N)C=C(C(=C1)I)OC